COC1=NC=C(C(=C1)C(=O)OC)C(=O)OC Dimethyl 2-methoxypyridine-4,5-dicarboxylate